C(C)(C)(C)OC(=O)C1=NC(=CC=C1C=1C=NN(C1)CC1=C(C(=CC=C1)F)F)N1CC2=C(C=CC=C2CC1)C(NC=1SC2=C(N1)C=CC=C2)=O 6-[8-(1,3-benzothiazol-2-ylcarbamoyl)-3,4-dihydroisoquinolin-2(1H)-yl]-3-[1-(2,3-difluorobenzyl)-1H-pyrazol-4-yl]pyridine-2-carboxylic acid tert-butyl ester